CC(=CCC1=C(C2=C(N1)C=C(C=C2)OC)C[C@H]3C(=O)N4CCC[C@H]4C(=O)N3)C The molecule is a cyclic dipeptide that is brevianamide F (cyclo-L-Trp-L-Pro) substituted at positions 2 and 6 on the indole ring by prenyl and methoxy groups respectively. It has a role as a breast cancer resistance protein inhibitor. It is a dipeptide, a member of indoles, a pyrrolopyrazine, an aromatic ether and an indole alkaloid. It derives from a brevianamide F.